(5z,8z,11z,13e,17z)-15-oxoeicosa-5,8,11,13,17-pentaenoic acid O=C(/C=C/C=C\C\C=C/C\C=C/CCCC(=O)O)C\C=C/CC